3-(2-dimethylamino-2-thiophen-3-yl-ethyl)-1-methyl-1-(S)-1,2,3,4-tetrahydro-naphthalen-1-yl-urea CN(C(CNC(N([C@H]1CCCC2=CC=CC=C12)C)=O)C1=CSC=C1)C